methyl 1-[1-(hydroxymethyl)cyclopropyl]pyrrole-3-carboxylate OCC1(CC1)N1C=C(C=C1)C(=O)OC